4-(aminomethyl)-piperidinium NCC1CC[NH2+]CC1